ClC=1C=C2C(=NC1OC)C=C(N2C)B2OC(C(O2)(C)C)(C)C 6-chloro-5-methoxy-1-methyl-2-(4,4,5,5-tetramethyl-1,3,2-dioxaborolan-2-yl)-1H-pyrrolo[3,2-b]pyridine